[OH-].[Ba+2].FC1(C(CCC1)NC(=O)C1=NC=CC(=C1)NC(CC1=CC=C2C=NNC2=C1)=O)F.[OH-] N-(2,2-difluorocyclopentyl)-4-[[2-(1H-indazol-6-yl)acetyl]amino]pyridine-2-carboxamide barium hydroxide